FCCC(C1=CC=C(C=C1)F)N1N=CC(=C1)C1=CN=CC(=N1)C1=CC=2N(C=C1)N=C(N2)N 7-(6-(1-(3-fluoro-1-(4-fluorophenyl)propyl)-1H-pyrazol-4-yl)-pyrazin-2-yl)-[1,2,4]-triazolo[1,5-a]pyridin-2-amine